ClC1=CC=C2C=3C=CC(=CC3NC2=C1)CC(=O)NCC1=CC=C(C=C1)O 2-(7-chloro-9H-carbazol-2-yl)-N-(4-hydroxybenzyl)acetamide